C(CCCC(C)C)N isoheptyl-amine